C(C)N(C(C(C)(C)C1=CC(=CC=C1)OC)=O)CC N,N-diethyl-2-(3-methoxyphenyl)-2-methylpropanamide